FC=1C(=C(C=CC1)N1CCN(CC1)C(CN1N=C(C2=C1CCC2)C(=O)N2C[C@H]([C@H](CC2)O)F)=O)C 1-(4-(3-Fluoro-2-methylphenyl)piperazin-1-yl)-2-(3-((3R,4S)-3-fluoro-4-hydroxypiperidin-1-carbonyl)-5,6-dihydrocyclopenta[c]pyrazol-1(4H)-yl)ethanon